hexamethylenediammonium [NH3+]CCCCCC[NH3+]